CS(=O)(=O)CCCOC1=NN(C=C1N)C1CCC(CC1)N1[C@H]2COC[C@@H]1CC2 3-(3-methanesulfonylpropoxy)-1-[(1r,4r)-4-[(1r,5S)-3-oxa-8-azabicyclo[3.2.1]oct-8-yl]cyclohexyl]-1H-pyrazol-4-amine